1-(3-((3-(5-(piperazin-1-yl)pyrazolo[1,5-a]pyrimidin-3-yl)pyridin-2-yl)oxy)azetidin-1-yl)ethan-1-one N1(CCNCC1)C1=NC=2N(C=C1)N=CC2C=2C(=NC=CC2)OC2CN(C2)C(C)=O